N,N'-di-sec-butyl-p-phenyldiamine CCC(C)NC1=CC=C(C=C1)NC(C)CC